N-(benzo[d][1,3]dioxol-5-yl)-2-chloroacetamide O1COC2=C1C=CC(=C2)NC(CCl)=O